rac-7-((3-(4-(Cyclopropanecarbonyl)piperazin-1-yl)-3-oxopropyl)amino)-4-(trifluoromethyl)-2,5,6,7-tetrahydro-3H-cyclopenta[c]pyridazin-3-one C1(CC1)C(=O)N1CCN(CC1)C(CCN[C@@H]1CCC=2C1=NNC(C2C(F)(F)F)=O)=O |r|